COC([C@@H](CC(C(C)NCC(F)(F)F)C1=CC(=CC=C1)Cl)NC(=O)OC(C)(C)C)=O (2R)-2-((tert-butoxycarbonyl)amino)-4-(3-chlorophenyl)-5-((2,2,2-trifluoroethyl)amino)hexanoic acid methyl ester